O=C(CCCNC=1C=C(C(NN1)=O)C(F)(F)F)N1CCN(CC1)C1=NC=C(C=N1)C(F)(F)F 6-((4-oxo-4-(4-(5-(trifluoromethyl)pyrimidin-2-yl)piperazin-1-yl)butyl)amino)-4-(trifluoromethyl)pyridazin-3(2H)-one